BrC1=CC=C(C=C1)C1(CC1)CO (1-(4-bromophenyl)cyclopropyl)methanol